1-(tert-butyl)-9,10-bis(2-n-hexadecyl-2-carboxyethyl)carbonyloxyanthracene C(C)(C)(C)C1=CC=CC2=C(C3=CC=CC=C3C(=C12)OC(=O)CC(C(=O)O)CCCCCCCCCCCCCCCC)OC(=O)CC(CCCCCCCCCCCCCCCC)C(=O)O